Cl.NC/C(/CN1N=CN(C1=O)CC=1SC(=CC1)C1=CC=C(C=C1)C1=NOC(=N1)C1CC1)=C\F 2-[(2E)-2-(aminomethyl)-3-fluoroprop-2-en-1-yl]-4-(5-[4-(5-cyclopropyl-1,2,4-oxadiazol-3-yl)phenyl]thiophen-2-ylmethyl)-2,4-dihydro-3H-1,2,4-triazol-3-one hydrochloride